5-(5-(4,4-difluoropiperidine-1-carbonyl)-1H-pyrrolo[2,3-b]pyridin-1-yl)-N'-hydroxypicolinimidamide FC1(CCN(CC1)C(=O)C=1C=C2C(=NC1)N(C=C2)C=2C=CC(=NC2)C(N)=NO)F